(S)-2-(4-(6-((4-cyanobenzyl)oxy)pyridin-2-yl)-2,5-difluorobenzyl)-1-(4,4-dimethyltetrahydrofuran-3-yl)-5-hydroxy-1H-benzo[d]imidazole-6-carboxylic acid C(#N)C1=CC=C(COC2=CC=CC(=N2)C2=CC(=C(CC3=NC4=C(N3[C@@H]3COCC3(C)C)C=C(C(=C4)O)C(=O)O)C=C2F)F)C=C1